N-t-butoxycarbonyl-4,4-difluoro-L-proline methyl ester COC([C@H]1N(CC(C1)(F)F)C(=O)OC(C)(C)C)=O